5-((2-(4-((3-(2-hydroxyethyl)benzyl)amino)butoxy)ethyl)amino)benzo[c][2,6]naphthyridine OCCC=1C=C(CNCCCCOCCNC2=NC3=C(C4=CN=CC=C24)C=CC=C3)C=CC1